tert-butyl 3-(6-(4-(7-methoxy-2-methyl-2H-pyrazolo[3,4-c]pyridin-5-yl)-2-(methoxymethoxy)phenyl)pyridazin-3-yl)azetidine-1-carboxylate COC1=NC(=CC=2C1=NN(C2)C)C2=CC(=C(C=C2)C2=CC=C(N=N2)C2CN(C2)C(=O)OC(C)(C)C)OCOC